FC1=C2C(=NNC2=CC(=C1)C=1C=C(C(=NC1)OC)C(=O)N[C@H](CC(=O)OC(C)(C)C)C)C(NC)=O tert-butyl (3S)-3-({5-[4-fluoro-3-(methylcarbamoyl)-1H-indazol-6-yl]-2-methoxypyridin-3-yl}formamido)butanoate